N-[(4-ethoxypyrimidin-5-yl)methyl]-3,5-difluoro-4-methoxybenzamide C(C)OC1=NC=NC=C1CNC(C1=CC(=C(C(=C1)F)OC)F)=O